benzyl-5,11,18-trioxo-1-{[3,4,6-tri-O-acetyl-2-(acetylamino)-2-deoxy-β-D-galactopyranosyl]oxy}-14-oxa-6,10,17-triazanonacosan-29-oate C(C1=CC=CC=C1)OC(CCCCCCCCCCC(NCCOCCC(NCCCNC(CCCCO[C@H]1[C@@H]([C@@H](OC(C)=O)[C@@H](OC(C)=O)[C@H](O1)COC(C)=O)NC(C)=O)=O)=O)=O)=O